Br.C[C@@H]1NC[C@H](NC1)C trans-2,5-dimethylpiperazine hydrobromide